2-iodo-acetic acid ICC(=O)O